1-(4-amino-5-chloro-2-methoxybenzyl)pyrrolidine-3-carboxylic acid tert-butyl ester C(C)(C)(C)OC(=O)C1CN(CC1)CC1=C(C=C(C(=C1)Cl)N)OC